S1SSCCC1 1,2,3-trithiane